N-(3-chloro-2-fluorophenyl)-7-((3-fluoropyrrolidin-3-yl)ethynyl)-6-nitroquinazolin-4-amine ClC=1C(=C(C=CC1)NC1=NC=NC2=CC(=C(C=C12)[N+](=O)[O-])C#CC1(CNCC1)F)F